CN1C(C(CCC1=O)NC(OC(C)(C)C)=O)=O tert-butyl (1-methyl-2,6-dioxopiperidin-3-yl)carbamate